BrC=1C(=NC(=NC1)NC=1C(=NC(=CC1)N1CCN(CC1)C1CC1)OC)NC1=C(C=C(C=C1)F)NS(=O)(=O)C N-(2-((5-bromo-2-((6-(4-cyclopropylpiperazin-1-yl)-2-methoxypyridin-3-yl)amino)pyrimidine-4-yl)amino)-5-fluorophenyl)methanesulfonamide